N-(4-(chlorodifluoromethoxy)phenyl)-1-isopropyl-7-(thiazol-4-yl)-1H-benzo[d]imidazole-5-carboxamide ClC(OC1=CC=C(C=C1)NC(=O)C1=CC2=C(N(C=N2)C(C)C)C(=C1)C=1N=CSC1)(F)F